CC=1C=C(N=NC1N1CC=2C=C(C=NC2CC1)C(C(F)(F)F)(C)O)C#N 5-methyl-6-(3-(1,1,1-trifluoro-2-hydroxypropan-2-yl)-7,8-dihydro-1,6-naphthyridin-6(5H)-yl)pyridazine-3-carbonitrile